1-{6-fluoro-8-[5-(trifluoromethyl)-1,2,4-oxadiazol-3-yl]-3,5-dihydro-2H-1,4-benzoxazepin-4-yl}-2,2-dimethylpropan-1-one FC1=CC(=CC2=C1CN(CCO2)C(C(C)(C)C)=O)C2=NOC(=N2)C(F)(F)F